N-ethyl-2-(3',4',5'-trioctadecyloxybenzyloxy)-4-methoxybenzylamine C(C)NCC1=C(C=C(C=C1)OC)OCC1=CC(=C(C(=C1)OCCCCCCCCCCCCCCCCCC)OCCCCCCCCCCCCCCCCCC)OCCCCCCCCCCCCCCCCCC